3-chloro-6,7-dihydrodibenzo[b,d]oxepine-2-carboxylate ClC=1C(=CC2=C(OCCC3=C2C=CC=C3)C1)C(=O)[O-]